Dodecadienol CCCCCCCC/C=C/C=C/O